C1(CC1)CNS(=O)(=O)C1=CC(=C(C=C1)OC1=CC=C(C=C1)C(F)(F)F)C1=C2N(N=C1)CCC2 N-(Cyclopropylmethyl)-3-(5,6-dihydro-4H-pyrrolo[1,2-b]pyrazol-3-yl)-4-(4-(trifluoromethyl)phenoxy)benzenesulfonamide